CS(=O)(=O)O.N(C(=N)N)C1=CC=C(C(=O)OC2=CC=C(C=C2)S(N)(=O)=O)C=C1 4-Sulfamoylphenyl 4-guanidinobenzoate methanesulfonate